4-(4-hydroxy-3-methoxyphenyl)butan-2-one tert-butyl-3-(5-((3-(azido(phenyl)methyl)phenyl)carbamoyl)-3-(trifluoromethyl)-1H-pyrazol-1-yl)benzylcarbamate C(C)(C)(C)OC(NCC1=CC(=CC=C1)N1N=C(C=C1C(NC1=CC(=CC=C1)C(C1=CC=CC=C1)N=[N+]=[N-])=O)C(F)(F)F)=O.OC1=C(C=C(C=C1)CCC(C)=O)OC